BrC=1C(=CC=2N(C1)C(=C(N2)C(=O)OCC)CC)OC ethyl 6-bromo-3-ethyl-7-methoxyimidazo[1,2-a]pyridine-2-carboxylate